2-(4-(tert-butyl)phenyl)-7,7-dimethyl-10-(4-methylpiperazin-1-yl)-5,12b-dihydro-1H,7H-chromeno[4,3-c][1,2,4]triazolo[1,2-a]pyridazin-1,3(2H)-dione C(C)(C)(C)C1=CC=C(C=C1)N1C(N2N(CC=C3C2C=2C=CC(=CC2OC3(C)C)N3CCN(CC3)C)C1=O)=O